8-iodo-4,6-dimethylnonyl butyloxymethyl ether C(CCC)OCOCCCC(CC(CC(C)I)C)C